O[C@@]1([C@H](CCC1)N1C(C(=CC2=C1N=C(N=C2)NC2(CCN(CC2)S(=O)(=O)C)[2H])C([2H])(F)F)=O)C([2H])([2H])[2H] (+)-8-((1S,2S)-2-hydroxy-2-(methyl-d3)cyclopentyl)-6-(difluoromethyl-d)-2-((1-(methylsulfonyl)piperidin-4-yl-4-d)-amino)pyrido[2,3-d]pyrimidin-7(8H)-one